ClC=1C=C(C=C(C1)NS(=O)(=O)C)NC(=O)C1=CN(C(=C1)C)C1=NC=C(C=C1C(F)(F)F)N1CC(C1)(F)F N-(3-chloro-5-(methylsulfonamido)phenyl)-1-(5-(3,3-difluoroazetidin-1-yl)-3-(trifluoromethyl)pyridin-2-yl)-5-methyl-1H-pyrrole-3-carboxamide